3-Chloro-4-((3,5-difluoropyridin-2-yl)methoxy)-2'-(3-(2-hydroxypropan-2-yl)-1H-pyrazol-1-yl)-5',6-dimethyl-2H-[1,4'-bipyridin]-2-one ClC=1C(N(C(=CC1OCC1=NC=C(C=C1F)F)C)C1=CC(=NC=C1C)N1N=C(C=C1)C(C)(C)O)=O